N-(α-ethylbenzyl)-3-hydroxy-2-phenylquinoline-4-carboxamide C(C)C(C1=CC=CC=C1)NC(=O)C1=C(C(=NC2=CC=CC=C12)C1=CC=CC=C1)O